2-[(3-Chlorophenyl)methoxy]-5-[4-(4-oxo-3H-quinazolin-2-yl)piperazine-1-carbonyl]benzonitrile ClC=1C=C(C=CC1)COC1=C(C#N)C=C(C=C1)C(=O)N1CCN(CC1)C1=NC2=CC=CC=C2C(N1)=O